(1R,2S,5S)-N-(1-cyano-2-(6,7-dihydro-5H-cyclopenta[b]pyridin-7-yl)ethyl)-3-((S)-3,3-dimethyl-2-(2,2,2-trifluoroacetamido)butanoyl)-6,6-dimethyl-3-azabicyclo[3.1.0]hexane-2-carboxamide C(#N)C(CC1CCC=2C1=NC=CC2)NC(=O)[C@@H]2[C@H]1C([C@H]1CN2C([C@H](C(C)(C)C)NC(C(F)(F)F)=O)=O)(C)C